C(N1CC(=CCC1)C1=NSN=C1OCCCCC(C(F)(F)F)(F)F)([2H])([2H])[2H] 3-(1-(methyl-d3)-1,2,5,6-tetrahydropyridin-3-yl)-4-((5,5,6,6,6-pentafluorohexyl)oxy)-1,2,5-thiadiazole